((2R,6R)-4-(2,5-difluoro-4-methoxybenzoyl)-2,6-dimethylpiperazin-1-yl)(2-fluoro-4-methoxyphenyl)methanone FC1=C(C(=O)N2C[C@H](N([C@@H](C2)C)C(=O)C2=C(C=C(C=C2)OC)F)C)C=C(C(=C1)OC)F